3-Amino-3-[(nonan-2-yl)carbamoyl]propanoic acid NC(CC(=O)O)C(NC(C)CCCCCCC)=O